BrC=1C=2C3=C(C(N(C3=CC1)C1(CN(C1)C#N)C#N)=O)C=CC2 3-(6-bromo-2-oxobenzo[cd]indol-1(2H)-yl)azetidine-1,3-dicarbonitrile